O=C1N(N=C2N1[C@@H](CCC2)C2=NC=CN=C2)C2CC(C2)OC=2C=C(C#N)C=CC2 3-((1S,3R)-3-((S)-3-oxo-5-(pyrazin-2-yl)-5,6,7,8-tetrahydro-[1,2,4]triazolo[4,3-a]pyridin-2(3H)-yl)cyclobutoxy)benzonitrile